heptadecafluorodecan-1-ol FC(C(C(C(C(C(C(C(C(O)(F)F)(F)F)(F)F)(F)F)(F)F)(F)F)(F)F)(F)F)C